CC1=CC=C(C=C1)S(=O)(=O)[O-].C1(=CC(=CC=C1)CCC[N+]1(CCCC1)CC)CCC[N+]1(CCCC1)CC.CC1=CC=C(C=C1)S(=O)(=O)[O-] 1,1'-(1,3-phenylenebis(propane-3,1-diyl))bis(1-ethylpyrrolidin-1-ium) 4-methylbenzenesulfonate